BrN(CCCCCC)CCCCCC N-bromo-di-n-hexylamine